1-bromo-3-fluoro-2,5-dimethyl-benzene BrC1=C(C(=CC(=C1)C)F)C